(2S)-2-(hydroxymethyl)-pyrrolidine-1-carboxylic acid tert-butyl ester C(C)(C)(C)OC(=O)N1[C@@H](CCC1)CO